1-{[(2S,4S)-4-fluoro-5-oxopyrrolidin-2-yl]methoxy}-7-(propan-2-yloxy)isoquinoline-6-carboxamide F[C@H]1C[C@H](NC1=O)COC1=NC=CC2=CC(=C(C=C12)OC(C)C)C(=O)N